5-[(3R)-3-methyl-4-{[(1R,2R)-2-methylcyclopropyl]carbonyl}piperazin-1-yl]-3-(1-methyl-1H-pyrazol-4-yl)pyrazine-2-carbonitrile C[C@@H]1CN(CCN1C(=O)[C@H]1[C@@H](C1)C)C=1N=C(C(=NC1)C#N)C=1C=NN(C1)C